(aminomethyl)-N,N-dimethylaniline NCC1=C(N(C)C)C=CC=C1